C(C)(C)OC(C(=C)C)=O Isopropylmethacrylat